ClC1=NC=C(C(=C1)C1=C(C=NC(=C1)C)C(=O)NC=1SC2=C(N1)CN(C2)C(C2=NC=CC(=C2OC)Cl)=O)OC 2'-chloro-N-(5-(4-chloro-3-methoxy-picolinoyl)-5,6-dihydro-4H-pyrrolo[3,4-d]thiazol-2-yl)-5'-methoxy-6-methyl-[4,4'-bipyridine]-3-carboxamide